4-(5-Isopropyl-1,2,4-oxadiazol-3-yl)benzoic acid C(C)(C)C1=NC(=NO1)C1=CC=C(C(=O)O)C=C1